C(C)OC(=O)C=1C=C2N=CC(=NC2=CC1)OC methoxyquinoxaline-6-carboxylic acid ethyl ester